ClC1=C(C=CC=C1)C(C(C)=O)=CC=CC=C 3-(2-chlorophenyl)octa-3,5,7-trien-2-one